(1R,2S,5S)-3-(diphenylcarbamoyl)-8-(methyl(2-methylbenzyl)carbamoyl)-3,8-diazabicyclo[3.2.1]octane-2-carboxylic acid C1(=CC=CC=C1)N(C(=O)N1[C@@H]([C@H]2CC[C@@H](C1)N2C(N(CC2=C(C=CC=C2)C)C)=O)C(=O)O)C2=CC=CC=C2